CC1=CC=CC=2N=C(OC21)SCC2=CC=C(C=C2)Cl 7-methyl-2-((4-chlorobenzyl)thio)benzo[d]oxazole